C(C)NN(C(C(=CCCC)C)=O)NCC N,N-diethylaminopropyl-methacrylamide